Cyanomethyl (S)-2-((tert-butoxy-carbonyl)amino)-3-(4-cyanopyridin-2-yl)propanoate C(C)(C)(C)OC(=O)N[C@H](C(=O)OCC#N)CC1=NC=CC(=C1)C#N